lithium 2-thienyl cyanide S1C(=CC=C1)C#N.[Li]